2-(3,5-Dichloro-4-((4-chloroquinolin-6-yl)oxy)phenyl)-3,5-dioxo-2,3,4,5-tetrahydro-1,2,4-triazine-6-carbonitrile ClC=1C=C(C=C(C1OC=1C=C2C(=CC=NC2=CC1)Cl)Cl)N1N=C(C(NC1=O)=O)C#N